N,N'-bis[2-[2-(3,5-di-tert-butyl-4-hydroxyphenyl)ethylcarbonyloxy]ethyl]oxamide C(C)(C)(C)C=1C=C(C=C(C1O)C(C)(C)C)CCC(=O)OCCNC(=O)C(=O)NCCOC(=O)CCC1=CC(=C(C(=C1)C(C)(C)C)O)C(C)(C)C